N-(5-(6,7-dimethoxyquinazolin-4-yl)pentyl)sulfonamide COC=1C=C2C(=NC=NC2=CC1OC)CCCCCNS(=O)=O